3-hydroxy-3-methylbenzofuran-2(3H)-one OC1(C(OC2=C1C=CC=C2)=O)C